BrC1=C2C=CC(C2=CC=C1)(F)F 4-bromo-1,1-difluoro-1H-indene